NC1CCN(CC1)C1=CC(=C(C(=N1)C1=CC(=C(C#N)C=C1)F)C1=CCC(C=C1)(OC)O)OC 4-(6-(4-aminopiperidin-1-yl)-3-(4-hydroxy-4-methoxyphenyl)-4-methoxypyridin-2-yl)-2-fluorobenzonitrile